4-bromo-6-(2,2-difluoroethoxy)-2-fluoropyrazolo[1,5-a]pyridine-3-carbaldehyde BrC=1C=2N(C=C(C1)OCC(F)F)N=C(C2C=O)F